C(N)(OC(COC1=NC=NC(=C1)N1CCN(CC1)C1=NC=C(C=N1)C(F)(F)F)CC(C)(C)C)=O Tert-butyl-(1-((6-(4-(5-(trifluoromethyl) pyrimidin-2-yl) piperazin-1-yl) pyrimidin-4-yl) oxy) propan-2-yl) carbamate